C(C)(C)(C)OC(=O)N[C@@H]1CC[C@H](CC1)N(C(OC(C)(C)C)=O)C[C@@H]1CC[C@H](CC1)N1C(NC(C=C1)=O)=O tert-butyl (trans-4-((tert-butoxycarbonyl)amino)cyclohexyl)((trans-4-(2,4-dioxo-3,4-dihydropyrimidin-1(2H)-yl)cyclohexyl)methyl)carbamate